ClC=1C(=NC(=NC1NC1=CC=NC=C1)N1CCOCC1)OC(C1=NC=C(C=C1)C1=NN(C=C1)C)=O 5-chloro-2-morpholino-6-(pyridin-4-ylamino)pyrimidin-4-yl-5-(1-methyl-1H-pyrazol-3-yl)picolinate